FC1=CC(=CC2=CN(N=C12)C)C1=CC=2C(=NN(C2)[C@H]2[C@@H](CN(CC2)C(=O)OC(C)(C)C)O)S1 tert-butyl (3R,4R)-4-[5-(7-fluoro-2-methylindazol-5-yl)thieno[2,3-c]pyrazol-2-yl]-3-hydroxypiperidine-1-carboxylate